4-oxacyclohepten C1=CCOCCC1